C1(CC1)C=1C=C(C(=NC1)C=1OC2=C(N1)C=C(C=C2)SC(F)(F)F)S(=O)(=O)N(C)C 5-cyclopropyl-N,N-dimethyl-2-(5-trifluoromethylthiobenzooxazol-2-yl)pyridine-3-sulfonamide